2-methoxy-5-methyl-4-((1-methyl-1H-benzo[d]imidazol-5-yl)oxy)aniline COC1=C(N)C=C(C(=C1)OC1=CC2=C(N(C=N2)C)C=C1)C